1,4-dimethylcyclohexane-1,4-diol CC1(CCC(CC1)(O)C)O